3-((4,4-bis(((Z)-oct-5-en-1-yl)oxy)butanoyl)oxy)-2-((((3-((3-hydroxypropyl)(methyl)amino)propoxy)carbonyl)oxy)methyl)propyl (9Z,12Z)-octadeca-9,12-dienoate C(CCCCCCC\C=C/C\C=C/CCCCC)(=O)OCC(COC(CCC(OCCCC\C=C/CC)OCCCC\C=C/CC)=O)COC(=O)OCCCN(C)CCCO